tris[2,4-di-tertiary butylphenyl] phosphite P(OC1=C(C=C(C=C1)C(C)(C)C)C(C)(C)C)(OC1=C(C=C(C=C1)C(C)(C)C)C(C)(C)C)OC1=C(C=C(C=C1)C(C)(C)C)C(C)(C)C